COC=1C=C2C(=NC(=NC2=CC1O)NC1=CC=C(C=C1)C)C(F)(F)F 6-methoxy-7-hydroxy-N-(4-methylphenyl)-4-trifluoromethylquinazolin-2-amine